tert-butyl 2-(2-(4-(2,6-dimethylpiperidin-1-yl)-3-(1-(2,2,2-trifluoroethyl)-1H-indazole-3-carboxamido) benzamido)-5-fluorophenyl)acetate CC1N(C(CCC1)C)C1=C(C=C(C(=O)NC2=C(C=C(C=C2)F)CC(=O)OC(C)(C)C)C=C1)NC(=O)C1=NN(C2=CC=CC=C12)CC(F)(F)F